FC(C1=NC(=NO1)C=1C=CC(=NC1)COC=1C=CC=2N(C1)N=CN2)(F)F 6-({5-[5-(trifluoromethyl)-1,2,4-oxadiazol-3-yl]pyridin-2-yl}methoxy)[1,2,4]triazolo[1,5-a]pyridine